OC[C@H]1N(C\C(\C1)=N/OC)C(=O)C1=CC=C(C2=C1OCO2)C=2C=NC=C(C#N)C2C (S,Z)-5-(7-(2-(hydroxymethyl)-4-(methoxyimino)pyrrolidine-1-carbonyl)benzo[d][1,3]dioxol-4-yl)-4-methylnicotinonitrile